6-chloro-8-(1-hydroxyethyl)-2-(piperidin-1-yl)quinoline-4-carbonitrile ClC=1C=C2C(=CC(=NC2=C(C1)C(C)O)N1CCCCC1)C#N